4-(4-((1r,5s)-3-oxa-7,9-diazabicyclo[3.3.1]non-9-yl)-6-chloro-8-fluoro-2-(((2s,4r)-4-fluoro-1-methylpyrrolidin-2-yl)methoxy)quinazolin-7-yl)-7-fluorobenzo[d]thiazol-2-amine [C@H]12COC[C@H](CNC1)N2C2=NC(=NC1=C(C(=C(C=C21)Cl)C2=CC=C(C1=C2N=C(S1)N)F)F)OC[C@H]1N(C[C@@H](C1)F)C